COC=1N=C2C(=CC=NC2=CC1OC)OC1=C(C=C(C=C1)NC(=O)C1=C(N(C=C(C1=O)C1=C(C=C(C=C1)F)C)CC(F)(F)F)C)F N-[4-[(6,7-dimethoxy-1,5-naphthyridin-4-yl)oxy]-3-fluorophenyl]-5-(4-fluoro-2-methylphenyl)-2-methyl-4-oxo-1-(2,2,2-trifluoroethyl)pyridine-3-carboxamide